N-methyl-N-((2-(4-(4-methyl-2,3-dioxo-3,4-dihydroquinoxalin-1(2H)-yl)piperidine-1-yl)pyrimidin-5-yl)methyl)acetamide CN(C(C)=O)CC=1C=NC(=NC1)N1CCC(CC1)N1C(C(N(C2=CC=CC=C12)C)=O)=O